NC[C@H](C)C=1C=C(C=CC1)NC=1C(=NC(=C(N1)C1CC1)CC)C(=O)N (R)-3-((3-(1-aminopropane-2-yl)phenyl)amino)-5-cyclopropyl-6-ethylpyrazine-2-carboxamide